N-(4-(3-methoxyoxetan-3-yl)phenyl)-6-(3-(trifluoromethyl)phenoxy)nicotinamide COC1(COC1)C1=CC=C(C=C1)NC(C1=CN=C(C=C1)OC1=CC(=CC=C1)C(F)(F)F)=O